C(CCCCCC)OC(C(CCCCCCC)(CCCCCCC)CCCCCCC)=O tetraheptylacetic acid